ClC=1C(=NC=C(C1C)C=1C=C2C=CC(=NC2=CC1)C)C#N 3-chloro-4-methyl-5-(2-methylquinolin-6-yl)picolinonitrile